N-{(2S,3R,4S)-4-fluoro-1-(2-methyl-propanoyl)-2-[(2,2',3'-trifluoro[1,1'-biphenyl]-3-yl)methyl]pyrrolidin-3-yl}-methanesulfonamide F[C@@H]1[C@@H]([C@@H](N(C1)C(C(C)C)=O)CC=1C(=C(C=CC1)C1=C(C(=CC=C1)F)F)F)NS(=O)(=O)C